OCC=1C(=C2CN(C(C2=CC1)=O)C1C(NC(CC1)=O)=O)OC 3-(5-(hydroxymethyl)-4-methoxy-1-oxoisoindolin-2-yl)piperidine-2,6-dione